ClC1=C(C=CC=C1C1=NC(=C(C=C1)C=O)CC)C1=C(C(=CC=C1)C1=C(C(N(C(N1C)=O)C)=O)C(=O)N)C (2'-chloro-3'-(6-ethyl-5-formyl-pyridin-2-yl)-2-methyl-[1,1'-biphenyl]-3-yl)-1,3-dimethyl-2,4-dioxo-1,2,3,4-tetrahydropyrimidine-5-carboxamide